5-octyloxyphenol C(CCCCCCC)OC=1C=CC=C(C1)O